2-ethyl-heptan-1-ol C(C)C(CO)CCCCC